CCCCC/C=C\\C/C=C\\CCCC/C=C\\CCCC(=O)O The molecule is an icosatrienoic acid in which the three double bonds have Z configuration and are located at positions 5, 11 and 14. It has a role as a plant metabolite and an anti-inflammatory agent. It is a conjugate acid of a (5Z,11Z,14Z)-icosatrienoate.